F[Sb-](F)(F)(F)(F)F.CC1=CC=C(C=C1)[I+]C1=CC=CC=C1 (4-methylphenyl)-phenyliodonium hexafluoroantimonate